C1(CCCC1)NC(CCCCC(=O)NC1=CC=CC=C1)=O N-cyclopentyl-N'-phenyladipamide